methyl-2-bromomethyl-3,5-difluoropyridine CC1=C(C(=NC=C1F)CBr)F